methyl 3-{[(1-ethyl-1H-imidazol-5-yl)methyl]amino}-4-nitrobenzoate C(C)N1C=NC=C1CNC=1C=C(C(=O)OC)C=CC1[N+](=O)[O-]